OC[C@@H](C1=CC=CC=C1)NC(=O)C1=CC2=C(N3C(S2)=NC(=C3)C3=CC=C(C=C3)C(NC)=O)C=C1 (R)-N-(2-hydroxy-1-phenylethyl)-2-(4-(methylcarbamoyl)phenyl)benzo[d]imidazo[2,1-b]thiazole-7-carboxamide